icosandioic acid C(CCCCCCCCCCCCCCCCCCC(=O)O)(=O)O